O[C@@H](CN(C[C@@H]([C@H]([C@@H]([C@@H](CO)O)O)O)O)CC1=CC=C(CNC(OC(C)(C)C)=O)C=C1)[C@H]([C@@H]([C@@H](CO)O)O)O Tert-butyl (4-((bis((2S,3R,4R,5R)-2,3,4,5,6-pentahydroxyhexyl)amino)methyl)benzyl)carbamate